(R)-N-(4-(5-amino-3-(pyridine-2-yl)-1H-1,2,4-triazole-1-carbonyl)phenyl)-3-cyclohexyl-2-(cyclohexylamino)propionamide NC1=NC(=NN1C(=O)C1=CC=C(C=C1)NC([C@@H](CC1CCCCC1)NC1CCCCC1)=O)C1=NC=CC=C1